7-methoxy-2-methyl-6-((1R,4R)-4-(4-(2-(piperidin-4-ylmethoxy)ethyl)piperidine-1-carbonyl)cyclohexyl)quinolin COC1=C(C=C2C=CC(=NC2=C1)C)C1CCC(CC1)C(=O)N1CCC(CC1)CCOCC1CCNCC1